3-{4-[(2,3-diamino-4-pyridinyl)oxy]-3-methylphenyl}-1-[5-(trifluoromethyl)-3-pyridinyl]-2,4-imidazolidinedione NC1=NC=CC(=C1N)OC1=C(C=C(C=C1)N1C(N(CC1=O)C=1C=NC=C(C1)C(F)(F)F)=O)C